The molecule is an organophosphonate oxoanion that is the conjugate base of 2-hydroxyethylphosphonic acid, arising from deprotonation of one of the two phosphonate OH groups; major species at pH 7.3. It is a conjugate base of a 2-hydroxyethylphosphonic acid. C(CP(=O)(O)[O-])O